(S)-6-(3,5-difluorophenyl)-1-methyl-2,5,6,7-tetrahydro-3H-pyrrolo[1,2-c]imidazole-3-thione FC=1C=C(C=C(C1)F)[C@@H]1CC=2N(C(NC2C)=S)C1